NC=1C=C2C=C(C(N(C2=CC1)CCOC=1C=C(C(C(=O)OC)=CC1)C(=O)OC)=O)OCC(NC)=O 1,2-dimethyl 4-(2-[6-amino-3-[(methylcarbamoyl)methoxy]-2-oxoquinolin-1-yl]ethoxy)phthalate